N1=C(C=CC=C1)CC1=NC2=NC(=NC=C2N1)N PYRIDINYLMETHYL-AMINOPURINE